Z-imidazole-2-carbonitrile N1C(=NC=C1)C#N